5,7,3',4'-tetrahydroxyflavone OC1=C2C(C=C(OC2=CC(=C1)O)C1=CC(=C(C=C1)O)O)=O